OC1=C(C(=CC(=C1)C(F)(F)F)C)C=1C=CC=2C(N1)=NN(C2C)[C@@H]2CN(CC2)C(C)=O 1-[(3S)-3-[6-[2-hydroxy-6-methyl-4-(trifluoro-methyl)phenyl]-3-meth-yl-pyrazolo[3,4-b]pyridin-2-yl]pyrrolidin-1-yl]ethanone